2,2-dimethyl-1-phenyl-propan-1-one CC(C(=O)C1=CC=CC=C1)(C)C